(3R,6S)-1-(2-(4-fluorophenyl)acetyl)-6-methylpiperidine-3-carboxylic acid FC1=CC=C(C=C1)CC(=O)N1C[C@@H](CC[C@@H]1C)C(=O)O